NC=1C=2N(C3=CC(=C(C=C3N1)F)C(=O)N(C)[C@H](COC)C1=CC=C(C=C1)C(F)(F)F)C=NC2 4-amino-7-fluoro-N-[(1S)-2-methoxy-1-[4-(trifluoromethyl)phenyl]ethyl]-N-methyl-imidazo[1,5-a]quinoxaline-8-carboxamide